2-(2-methylpropyloxy)-benzylamine CC(COC1=C(CN)C=CC=C1)C